OC1=CC=C(C=C1)C(C)(C)C1=C(C=C(C(=C1)C(C)(C)C1=CC=C(C=C1)O)O)O 2,4-bis[1-(4-hydroxyphenyl)isopropyl]-5-hydroxyphenol